1-[(2S,3R)-2-[(6-chloropyrazolo[3,4-d]pyrimidin-1-yl)methyl]-3-methyl-pyrrolidin-1-yl]ethanone ClC1=NC=C2C(=N1)N(N=C2)C[C@H]2N(CC[C@H]2C)C(C)=O